N[C@@H](CC(=O)OCCCCCCCCCCCCCCCCCC)C(=O)OCCCCCCCCCCCCCCCCCC Dioctadecyl L-aspartate